1-Cyclopentyl-3-methyl-6-(4-methylphenylamino)-1,3-dihydro-2H-imidazo[4,5-c]pyridin-2-one C1(CCCC1)N1C(N(C=2C=NC(=CC21)NC2=CC=C(C=C2)C)C)=O